C(CCCCCCCCCCCCCCCCC)(=O)N Stearoamide